1-[4-(N,N-bistrimethylsilylamino)phenyl]-1-(4'-dimethylsilylphenyl)ethene C[Si](N([Si](C)(C)C)C1=CC=C(C=C1)C(=C)C1=CC=C(C=C1)[SiH](C)C)(C)C